1-(4-bromo-2-fluorophenyl)-2,2-difluoropropan-1-one BrC1=CC(=C(C=C1)C(C(C)(F)F)=O)F